N-[5-(1H-benzimidazol-2-yl)-1-methyl-pyrazol-3-yl]-6-piperazin-1-yl-pyridine-3-carboxamide N1C(=NC2=C1C=CC=C2)C2=CC(=NN2C)NC(=O)C=2C=NC(=CC2)N2CCNCC2